ClC=1C=CC2=C(CC(CC=3N2C(=NN3)C3CCC(CC3)(CC)OCC)N(C)C)C1 8-Chloro-1-(trans-4-ethoxy-4-ethylcyclohexyl)-N,N-dimethyl-5,6-dihydro-4H-[1,2,4]triazolo[4,3-a][1]benzazepin-5-amin